2-(benzofuran-3-yl)acetaldehyde O1C=C(C2=C1C=CC=C2)CC=O